trans-methyl 3-((((3aR,4R,6R,6aR)-6-(6-amino-9H-purin-9-yl)-2,2-dimethyltetrahydrofuro[3,4-d][1,3]dioxol-4-yl)methyl)amino)cyclobutanecarboxylate NC1=C2N=CN(C2=NC=N1)[C@@H]1O[C@@H]([C@@H]2[C@H]1OC(O2)(C)C)CN[C@@H]2C[C@H](C2)C(=O)OC